C1(CC1)COC1=CC=C(C=C1)CN 1-[4-(cyclopropylmethoxy)phenyl]methylamine